N(=C=O)CC1CCCCC1 5-isocyanatomethyl-cyclohexan